C(C)C1OCC1S(=O)(=O)C1(CC1)COCC1=CC=CC=C1 ethyl-3-((1-((benzyloxy)methyl)cyclopropyl)sulfonyl)oxetane